3-(3-((tert-butoxycarbonyl)amino)-2-fluorobenzyl)-2-oxo-3,4-dihydro-2H-benzo[e][1,3]oxazin-7-yl 3,3-difluoroazetidine-1-carboxylate FC1(CN(C1)C(=O)OC1=CC2=C(CN(C(O2)=O)CC2=C(C(=CC=C2)NC(=O)OC(C)(C)C)F)C=C1)F